C(C(C)C)NC Isobutyl-methylamine